2-methoxy-N-[[4-[5-(trifluoromethyl)-1,2,4-oxadiazol-3-yl]phenyl]methyl]ethanesulfonamide COCCS(=O)(=O)NCC1=CC=C(C=C1)C1=NOC(=N1)C(F)(F)F